CC=1C(OC2(C1C1=CC=CC=C1)CC1(CCCCC1)CO2)=O 3-Methyl-4-phenyl-1,14-dioxadispiro[4.1.57.25]tetradec-3-en-2-on